2-((3-bromo-4-methoxyphenyl)amino)-2-oxothioacetic acid O-methyl ester COC(C(=O)NC1=CC(=C(C=C1)OC)Br)=S